N-(diphenylmethyleneamino)-4-(morpholinomethyl)aniline C1(=CC=CC=C1)C(C1=CC=CC=C1)=NNC1=CC=C(C=C1)CN1CCOCC1